ClC=1C=C(N)C=C(C1N1CCN(CC1)C)C 3-chloro-4-(4-methylpiperazin-1-yl)-5-methylaniline